ClC=1C(=NC=CC1)C1(COC1)C(=O)N1CC2=NN(C=C2C1)S(=O)(=O)C1=CC=C(C=C1)OC(F)F 3-chloro-2-(3-{2-[4-(difluoromethoxy)benzenesulfonyl]-2H,4H,5H,6H-pyrrolo[3,4-c]pyrazole-5-carbonyl}oxetan-3-yl)pyridine